ClC1=C(C=CC=C1)S(=O)(=O)NC1=NC(=C(C=C1F)C=1C=C2C=NC(=NC2=C(C1)CC)I)C 2-chloro-N-(5-(8-ethyl-2-iodoquinazolin-6-yl)-3-fluoro-6-methylpyridin-2-yl)benzenesulfonamide